1-(trans-4-((3-(1-Cyclopropyl-1H-pyrazol-4-yl)phenyl)-((trans-4-(4-methoxy-3-methylphenyl)-cyclohexyl)methyl)-carbamoyl)cyclohexyl) 3-methyl azetidine-1,3-dicarboxylate N1(CC(C1)C(=O)OC)C(=O)O[C@@H]1CC[C@H](CC1)C(N(C[C@@H]1CC[C@H](CC1)C1=CC(=C(C=C1)OC)C)C1=CC(=CC=C1)C=1C=NN(C1)C1CC1)=O